2-(2-benzyloxy-5-bromophenyl)benzoxazole C(C1=CC=CC=C1)OC1=C(C=C(C=C1)Br)C=1OC2=C(N1)C=CC=C2